(1-(benzo[c]isothiazol-3-yl)piperidin-4-yl)acetamide N=1SC(=C2C1C=CC=C2)N2CCC(CC2)CC(=O)N